O1CC(C1)N1CCN(CC1)C1=NC=C(C=C1)B1OC(C(O1)(C)C)(C)C 1-(oxetan-3-yl)-4-(5-(4,4,5,5-tetramethyl-1,3,2-dioxaborolan-2-yl)pyridin-2-yl)piperazine